CC(CCN1CCC2(CCN(CC2)C=O)CC1)(C)C (9-(3,3-dimethylbutyl)-3,9-diazaspiro[5.5]undecan-3-yl)methanone